ClC1=CC(=C(C=O)C=C1)N1CCC(CC1)F 4-chloro-2-(4-fluoropiperidin-1-yl)benzaldehyde